1-(3-methylpyridin-2-yl)cyclopropane-1-carbonitrile CC=1C(=NC=CC1)C1(CC1)C#N